C(C)N1C(=NC2=C1C=C(C=C2)C(=O)NC[C@@H](C)O)C(C2=CC=CC=C2)(C2=CC=CC=C2)O 3-Ethyl-2-[hydroxy(diphenyl)methyl]-N-[(2R)-2-hydroxypropyl]benzimidazole-5-carboxamide